C(CCCCCCCC)N(C(O)=O)CCCCCCCCC.O[C@@]12[C@]3(CCC(CC3CC[C@H]1[C@@H]1C=CC([C@@]1(C)CC2)=O)=O)C 9-hydroxyandrostendione N,N-dinonylcarbamate